tert-butyl ((1-(3-amino-6-(3,5-difluoro-2-hydroxyphenyl)pyridazin-4-yl)-4-phenylpiperidin-4-yl)methyl)carbamate NC=1N=NC(=CC1N1CCC(CC1)(C1=CC=CC=C1)CNC(OC(C)(C)C)=O)C1=C(C(=CC(=C1)F)F)O